Ethyl-(2S)-2-[4-fluoro-2-(4-ethoxy-4,5-dihydroisoxazol-3-yl)phenoxy]propanoat C(C)OC([C@H](C)OC1=C(C=C(C=C1)F)C1=NOCC1OCC)=O